(2R,4S)-4-(3-(1H-pyrazol-1-yl)phenyl)-N-((S)-1-((4-carbamimidoylbenzyl)amino)-1-oxopropan-2-yl)piperidine-2-carboxamide dihydrochloride Cl.Cl.N1(N=CC=C1)C=1C=C(C=CC1)[C@@H]1C[C@@H](NCC1)C(=O)N[C@H](C(=O)NCC1=CC=C(C=C1)C(N)=N)C